tert-butyl (3-methoxypiperidin-4-yl)carbamate COC1CNCCC1NC(OC(C)(C)C)=O